5-(morpholin-4-yl)-2-(2-(4-propoxyphenyl)-1H-benzimidazol-5-yl)isoindolin-1-one N1(CCOCC1)C=1C=C2CN(C(C2=CC1)=O)C1=CC2=C(NC(=N2)C2=CC=C(C=C2)OCCC)C=C1